N-(1-(azetidine-1-carbonyl)cyclopropyl)-5-(2,6-dichloro-4-(6-(difluoromethyl)-3,5-dioxo-4,5-dihydro-1,2,4-triazin-2(3H)-yl)phenoxy)-2-hydroxybenzenesulfonamide N1(CCC1)C(=O)C1(CC1)NS(=O)(=O)C1=C(C=CC(=C1)OC1=C(C=C(C=C1Cl)N1N=C(C(NC1=O)=O)C(F)F)Cl)O